FC(OC1=CC=C(C=C1)N=C=O)(F)F Para-(trifluoromethoxy)phenyl isocyanate